C(C)N=C=NCCCN(CC)CC N-ethyl-N'-(diethylaminopropyl)-carbodiimide